ClC1=C(C=CC(=C1)F)/C(=C(/C=1C=C2C(=NNC2=CC1)F)\C1=CC=C(OCCN(C(OC(C)(C)C)=O)C\C=C\C(=O)N(C)CCO)C=C1)/CC tert-butyl (2-(4-((E)-2-(2-chloro-4-fluorophenyl)-1-(3-fluoro-1H-indazol-5-yl)but-1-en-1-yl)phenoxy)ethyl)((E)-4-((2-hydroxyethyl)(methyl)-amino)-4-oxobut-2-en-1-yl)carbamate